C(=C)C1=CC2=COC=C2C=C1 5-vinylisobenzofuran